2-(4,4-difluoroazepan-1-yl)-6-methylnicotinonitrile FC1(CCN(CCC1)C1=C(C#N)C=CC(=N1)C)F